OC1CC(C1)(C1=CC(=CC=C1)[N+](=O)[O-])CC(=O)OCC ethyl 2-((1S,3S)-3-hydroxy-1-(3-nitrophenyl)cyclobutyl)acetate